1-(7,9-difluoro-2,3-dihydro-2,5-methanobenzo[f][1,4]oxazepin-4(5H)-yl)ethan-1-one FC=1C=C(C2=C(C3N(CC(O2)C3)C(C)=O)C1)F